C(C)(C)(C)OC(=O)NCCS(=O)(=O)C1=C(C(=C(C(=O)OC)C=C1)C)F Methyl 4-((2-((tert-butoxycarbonyl) amino) ethyl) sulfonyl)-3-fluoro-2-methylbenzoate